C1(CC1)C[C@@H](C(N[C@@H](C[C@H]1C(NCC1)=O)C(COC(F)(F)F)=O)=O)NC(=O)C1=CC(=NN1)C1=CC=CC=C1 N-((S)-3-cyclopropyl-1-oxo-1-(((S)-3-oxo-1-((S)-2-oxopyrrolidin-3-yl)-4-(trifluoromethoxy)butan-2-yl)amino)propan-2-yl)-3-phenyl-1H-pyrazole-5-carboxamide